N'-((5-(1-(difluoromethyl)-1H-pyrazol-4-yl)pyridin-2-yl)methyl)-N-methylcyclopropanecarbohydrazide FC(N1N=CC(=C1)C=1C=CC(=NC1)CNN(C(=O)C1CC1)C)F